C(C)(C)OC(CCN(C)C(CCCCCCCCCCC)=O)=O N-lauroyl-N-methyl-beta-alanine isopropyl ester